Sodium (2s,5r)-7-oxo-2-(difluoromethyl)-1,6-diazabicyclo[3.2.1]octyl-6-yl sulfate S1(=O)(=O)O[C@]2(N3C(N([C@H](CC2)C3)O1)=O)C(F)F.[Na]